6-(4-chlorobenzyl)-1-isopropyl-N4-(5-methyl-1H-pyrazol-3-yl)-1H-pyrazolo[3,4-d]Pyrimidine-4,6-diamine ClC1=CC=C(CC2(N=C(C=3C(=N2)N(NC3)C(C)C)NC3=NNC(=C3)C)N)C=C1